phenyl N-[6-[5-[(1S)-1-[[6-chloro-8-(trifluoromethyl)quinazolin-4-yl]amino]ethyl]-1,2,4-triazol-1-yl]pyrimidin-4-yl]-N-methyl-carbamate ClC=1C=C2C(=NC=NC2=C(C1)C(F)(F)F)N[C@@H](C)C1=NC=NN1C1=CC(=NC=N1)N(C(OC1=CC=CC=C1)=O)C